2-(cis-3-allyloxy-4-methoxypyrrolidin-1-yl)-4-aminopyrimidine C(C=C)O[C@@H]1CN(C[C@@H]1OC)C1=NC=CC(=N1)N